O=C1NC(=NN1CC1=CC=C(C=C1)C(F)(F)F)C(=O)O 5-oxo-1-(4-(trifluoromethyl)benzyl)-4,5-dihydro-1H-1,2,4-triazole-3-carboxylic acid